C(C)C(C(=O)O)CCCC.[Nd] neodymium (2-ethylhexanoic acid)